(4S)-4-[4-cyano-2-(methyl-sulfonyl)phenyl]-3,6-dimethyl-2-oxo-1-[3-(trifluoromethyl)phenyl]-1,2,3,4-tetrahydropyrimidine-5-carbonitrile C(#N)C1=CC(=C(C=C1)[C@H]1N(C(N(C(=C1C#N)C)C1=CC(=CC=C1)C(F)(F)F)=O)C)S(=O)(=O)C